BrC1=C(C=C(OC2CCC(CC2)/C=C/C(=O)OCC)C=C1)C (E)-ethyl 3-((1r,4r)-4-(4-bromo-3-methylphenoxy)cyclohexyl)acrylate